C[C@@]1(N(CCC1)CC1=CC(=CC=C1)C=1OC(=NN1)C=1C(=C(C=CC1)C1=CC=CC=C1)C)C(=O)O methyl-(3-(5-(2-methyl-[1,1'-biphenyl]-3-yl)-1,3,4-oxadiazol-2-yl)benzyl)-L-proline